O-Acetyl-D-Mannopyranose C(C)(=O)OC1[C@@H](O)[C@@H](O)[C@H](O)[C@H](O1)CO